N1C=NC2=C1C=CC(=C2)N2C([C@@H]([C@@H]2C2=C(C=C(C=C2F)B2OC(C(O2)(C)C)(C)C)F)C2CC2)=O (3R,4R)-1-(1H-benzo[d]imidazol-5-yl)-3-cyclopropyl-4-(2,6-difluoro-4-(4,4,5,5-tetramethyl-1,3,2-dioxaborolan-2-yl)phenyl)azetidin-2-one